ClC1=C(C=CC(=C1)Cl)C1=CC(=C(C(=C1)C(C)C)CC(=O)NS(=O)(=O)C1=CC=C(C=C1)CN(C)C)C(C)C 2-[4-(2,4-dichlorophenyl)-2,6-bis(propan-2-yl)phenyl]-N-{4-[(dimethylamino)methyl]benzene-sulfonyl}acetamide